2-(3-(5-(9,9-Dimethyl-9H-fluoren-2-yl)-3,6-diphenylpyrazin-2-yl)phenyl)-4,6-diphenylpyrimidine CC1(C2=CC=CC=C2C=2C=CC(=CC12)C=1N=C(C(=NC1C1=CC=CC=C1)C=1C=C(C=CC1)C1=NC(=CC(=N1)C1=CC=CC=C1)C1=CC=CC=C1)C1=CC=CC=C1)C